CN1N=CN=C1C=1C=C(C=CC1)N1C=C(C=CC1=O)C(=O)OCC ethyl 1-[3-(2-methyl-1,2,4-triazol-3-yl) phenyl]-6-oxo-pyridine-3-carboxylate